NC[C@@]1(OC2=C(C1)C(=C(C=C2)Cl)C2=C(C(=O)N)C=CC=C2F)C2=CC=CC=C2 2-((2S,4R)-2-(aminomethyl)-5-chloro-2-phenyl-2,3-dihydrobenzofuran-4-yl)-3-fluorobenzamide